[(3S,5R,8R,9S,10S,13R,14S,16S,17R)-3,14-dihydroxy-10,13-dimethyl-17-(6-oxopyran-3-yl)-1,2,3,4,5,6,7,8,9,11,12,15,16,17-tetradecahydrocyclopenta[a]phenanthren-16-yl] acetate C(C)(=O)O[C@H]1C[C@@]2([C@@H]3CC[C@@H]4C[C@H](CC[C@@]4([C@H]3CC[C@@]2([C@H]1C1=COC(C=C1)=O)C)C)O)O